ClC=1C=CC=2N=CN=C(C2N1)NC1=CC(=C(C=C1)OC1=NN(C=C1)C)Cl 6-Chloro-N-(3-chloro-4-((1-methyl-1H-pyrazol-3-yl)oxy)phenyl)pyrido[3,2-d]pyrimidin-4-amine